C(#CC)OC1=CC(OC2=CC=CC=C12)=O 4-propynyloxycoumarin